FC1=C(C(=O)NCC2CCC(CC2)N2N=C3C=C(C=CC3=C2)C=2C=NC=NC2)C=C(C(=C1F)OCC1=CC=C(C=C1)OC)F 2,3,5-trifluoro-4-[(4-methoxyphenyl)methoxy]-N-({(1r,4r)-4-[6-(pyrimidin-5-yl)-2H-indazol-2-yl]cyclohexyl}methyl)benzamide